8-oxa-3-azabicyclo[3.2.1]octane-HCl salt Cl.C12CNCC(CC1)O2